FC1=CC(=C(OC=2N=NC(=C(C2C(=O)NC2=CC(=CC=C2)S(=O)(=O)C)C)C(F)(F)F)C=C1)C 3-(4-fluoro-2-methylphenoxy)-5-methyl-N-(3-(S-methylsulfonyl)phenyl)-6-(trifluoromethyl)pyridazine-4-carboxamide